C(#N)C=1C=C(C=CC1)C1=CC(=CS1)C(=O)NC1=NC(=NS1)CN(C)C 5-(3-Cyanophenyl)-N-(3-((dimethylamino)methyl)-1,2,4-thiadiazol-5-yl)thiophene-3-carboxamide